(3R,4R)-N-benzyl-3-(2,6-dihydroxy-4-pentylphenyl)-4-(prop-1-en-2-yl)cyclohex-1-ene-1-carboxamide C(C1=CC=CC=C1)NC(=O)C1=C[C@H]([C@@H](CC1)C(=C)C)C1=C(C=C(C=C1O)CCCCC)O